The molecule is a C-glycosyl compound consisting of a beta-glucosyl residue having a (4-chloro-3-{4-[(3S)-tetrahydrofuran-3-yloxy]benzyl}phenyl group at the anomeric centre. A sodium-glucose co-transporter 2 inhibitor used as an adjunct to diet and exercise to improve glycemic control in adults with type 2 diabetes mellitus. It has a role as a sodium-glucose transport protein subtype 2 inhibitor and a hypoglycemic agent. It is a C-glycosyl compound, an aromatic ether, a tetrahydrofuryl ether and a member of monochlorobenzenes. C1COC[C@H]1OC2=CC=C(C=C2)CC3=C(C=CC(=C3)[C@H]4[C@@H]([C@H]([C@@H]([C@H](O4)CO)O)O)O)Cl